NC1=CC(NC(N1C)=O)=O 6-amino-1-methyluracil